propyl (3,5,7-trimethyloct-5-en-1-yl) oxalate C(C(=O)OCCC(CC(=CC(C)C)C)C)(=O)OCCC